3-methylisoxazol-4-amine CC1=NOC=C1N